6-bromo-3-((cis)-3-hydroxy-3-methylcyclobutyl)-4-(trifluoromethyl)-1-((2-(trimethylsilyl)ethoxy)methyl)-1,3-dihydro-2H-benzo[d]imidazol-2-one BrC=1C=C(C2=C(N(C(N2C2CC(C2)(C)O)=O)COCC[Si](C)(C)C)C1)C(F)(F)F